C(C(C)(C)C)OC(C(CC(=O)OCC(C)(C)C)(C)C(C)C(F)(F)F)=O.C1(=CC=C(C=C1)C1OCCC1)C 2-(4-tolyl)tetrahydrofuran dineopentyl-2-(1-trifluoromethyl-ethyl)-2-methylsuccinate